C(#N)CCP(O)(N(C(C)C)C(C)C)O[C@H]1[C@H]([C@@H](O[C@@H]1COC(C1=CC=C(C=C1)OC)(C1=CC=C(C=C1)OC)C1=CC=CC=C1)N1C(=O)N=C(NC(C2=CC=CC=C2)=O)C(=C1)C)OCCC(NC)=O N4-(benzoyl)-5'-O-(4,4'-dimethoxytrityl)-2'-O-[2-(N-methylcarbamoyl)ethyl]-5-methylcytidine-3'-(2-cyanoethyl N,N-diisopropyl phosphoramidite)